N-(8-(1-(2,2,2-trifluoroethyl)piperidin-4-yl)-1,7-naphthyridin-6-yl)benzyl-Amide FC(CN1CCC(CC1)C=1N=C(C=C2C=CC=NC12)[N-]CC1=CC=CC=C1)(F)F